FC1=C(C=C2C=CC(N(C2=C1)C1=C(C=C(C=C1)[C@@H]1[C@H](C1)C(F)(F)F)OC)=O)S(=O)(=O)NC1=NOC=C1 (P)-7-fluoro-N-(isoxazol-3-yl)-1-(2-methoxy-4-((1S,2S)-2-(trifluoromethyl)cyclopropyl)phenyl)-2-oxo-1,2-dihydroquinoline-6-sulfonamide